4-[(4-methyl-1-piperazinyl)methyl]-N-[4-methyl-3-[[4-(3-pyridinyl)-2-pyrimidinyl]amino]phenyl]-benzamide CN1CCN(CC1)CC1=CC=C(C(=O)NC2=CC(=C(C=C2)C)NC2=NC=CC(=N2)C=2C=NC=CC2)C=C1